C(C)C1=C(C=C(C(=O)O)C=C1)S(NC1=C(C=CC(=C1)S(=O)(=O)C)N1C[C@@H](CCC1)F)(=O)=O (R)-4-Ethyl-3-(N-(2-(3-fluoropiperidin-1-yl)-5-(methylsulfonyl)phenyl)sulfamoyl)benzoic acid